3,4-diethoxybenzeneacetic acid C(C)OC=1C=C(C=CC1OCC)CC(=O)O